1-ethyl-9-(2-n-hexadecyl-2-carboxyethyl)carbonyloxyanthracene C(C)C1=CC=CC2=CC3=CC=CC=C3C(=C12)OC(=O)CC(C(=O)O)CCCCCCCCCCCCCCCC